1-(2-(5-(4-Acetylphenyl)-1H-imidazol-2-yl)piperidin-1-yl)-2-(methylsulfanyl)propan-1-one C(C)(=O)C1=CC=C(C=C1)C1=CN=C(N1)C1N(CCCC1)C(C(C)SC)=O